methyl-4-oxotetradecahydrophenanthrene-1-carboxylate COC(=O)C1CCC(C2C3CCCCC3CCC12)=O